3-(1-oxo-5-(((S)-pyrrolidin-2-yl)methoxy)isoindolin-2-yl)piperidine-2,6-dione O=C1N(CC2=CC(=CC=C12)OC[C@H]1NCCC1)C1C(NC(CC1)=O)=O